C12C(CC(C(C1)CN)C2)CN Bicyclo[2.2.1]heptane-2,5-diyldimethanamine